ethyl 5-((tert-butoxycarbonyl)amino)-6-fluoro-2-methylpyrazolo[1,5-a]pyridine-3-carboxylate C(C)(C)(C)OC(=O)NC1=CC=2N(C=C1F)N=C(C2C(=O)OCC)C